C(C)OC(=O)C=1C(NC(NC1C)=O)C1=CC(=C(C(=C1)OC)OC(\C=C\C1=CC=NC=C1)=O)Br (E)-ethyl-4-(3-bromo-5-methoxy-4-(3-(pyridin-4-yl)acryloyloxy)phenyl)-6-methyl-2-oxo-1,2,3,4-tetrahydropyrimidine-5-carboxylate